ClC=1C(=C2C=NNC2=C(C1F)NC(C)C)C=1N=CC=2N(C1)C=C(N2)NC(=O)[C@H]2[C@H](C2)C(=O)NCC (1r,2s)-N1-(6-(5-chloro-6-fluoro-7-(isopropylamino)-1H-indazol-4-yl)imidazo[1,2-a]pyrazin-2-yl)-N2-ethylcyclopropane-1,2-dicarboxamide